(2R)-4-(morpholin-4-yl)-1-(phenylsulfanyl)butan-2-amine L-tartrate C(=O)(O)[C@H](O)[C@@H](O)C(=O)O.N1(CCOCC1)CC[C@H](CSC1=CC=CC=C1)N